O=C1C(CCCC1)CCC(=O)OCCO 2-Hydroxyethyl 3-(2-oxocyclohexyl)propanoate